2-(2,6-dioxopiperidin-3-yl)-5-(4-(4-((4-((5-(5-methyl-5H-pyrido[4,3-b]indol-7-yl)pyridin-2-yl)oxy)but-2-yn-1-yl)oxy)butoxy)butoxy)isoindoline-1,3-dione O=C1NC(CCC1N1C(C2=CC=C(C=C2C1=O)OCCCCOCCCCOCC#CCOC1=NC=C(C=C1)C=1C=CC=2C3=C(N(C2C1)C)C=CN=C3)=O)=O